NC1=NC=C(C(=N1)N)CN1CCC2=CC(=CC=C12)C(C(F)(F)F)(C(F)(F)F)O 2-(1-((2,4-diaminopyrimidin-5-yl)methyl)indolin-5-yl)-1,1,1,3,3,3-hexafluoropropan-2-ol